[Cl-].C(CCC)[N+]1(CCN(CC1)C)CCCC 1,1-dibutyl-4-methyl-piperazinium chloride